aminopyrazine-2-formamide NC=1C(=NC=CN1)C(=O)N